(2S,3S,4R,5R)-N-ethyl-3,4-dihydroxyl-5-(6-(methylamino)-2-(5-methylthiophen-2-yl)-9H-purin-9-yl)tetrahydrofuran-2-carboxamide C(C)NC(=O)[C@H]1O[C@H]([C@@H]([C@@H]1O)O)N1C2=NC(=NC(=C2N=C1)NC)C=1SC(=CC1)C